CN(C)CC=1C=C(C=C(C1)OCCCC(C(=O)[O-])C(CCCCCCCC)CCCCCCCC)OCCCC(C(=O)[O-])C(CCCCCCCC)CCCCCCCC ((5-((dimethylamino)methyl)-1,3-phenylene)bis(oxy))bis(propane-3,1-diyl)bis(3-octylundecanoate)